NC1=C(C=CC(=C1)CCC1=CC=C(C=C1)C(F)(F)F)NC([C@@H]([C@H](CCCC)F)F)=O (2S,3S)-N-(2-amino-4-(4-(trifluoromethyl)phenethyl)phenyl)-2,3-difluoroheptanamide